cyclobutyl ((2-(2,6-dioxopiperidin-3-yl)-3-oxoisoindolin-5-yl)methyl)carbamate O=C1NC(CCC1N1CC2=CC=C(C=C2C1=O)CNC(OC1CCC1)=O)=O